CN(CCN(C1=CC=C(C=C1)NC=1N=CC2=C(N1)N(C(C=C2C#C[Si](C(C)C)(C(C)C)C(C)C)=O)C2=CC=CC=C2)C)C 2-((4-((2-(Dimethylamino)ethyl)(methyl)amino)phenyl)amino)-8-phenyl-5-((triisopropylsilyl)ethynyl)pyrido[2,3-d]pyrimidin-7(8H)-one